3-(6-amino-5-carbamoyl-4'-sulfamoyl-[1,1'-biphenyl]-3-yl)prop-2-yn-1-yl-2-bromobenzoic acid NC1=C(C=C(C=C1C1=CC=C(C=C1)S(N)(=O)=O)C#CCC=1C(=C(C(=O)O)C=CC1)Br)C(N)=O